(S)-2'-((5-methoxy-6-((tetrahydrofuran-3-yl)amino)pyrimidin-4-yl)amino)-4'-methyl-5'-oxo-5',6'-dihydrospiro[cyclohexane-1,7'-pyrrolo[3,4-b]pyridine] 1'-oxide COC=1C(=NC=NC1N[C@@H]1COCC1)NC1=CC(=C2C(=[N+]1[O-])C1(NC2=O)CCCCC1)C